N-((1r,3r)-3-(5-(6-(3-cyanopyrrolo[1,2-b]pyridazin-7-yl)-4-(methylamino)pyridin-3-yl)-1,3,4-thiadiazol-2-yl)cyclobutyl)acetamide ribosyl-amino-imidazole-phosphate P(=O)(O)(O)O.C1([C@H](O)[C@H](O)[C@H](O1)CO)C=1N=C(NC1)N.C(#N)C1=CC=2N(N=C1)C(=CC2)C2=CC(=C(C=N2)C2=NN=C(S2)C2CC(C2)NC(C)=O)NC